Ethyl (2S)-[(tert-butoxycarbonyl)amino]-3-(3-{[3-(3-fluorophenoxy)-3-phenylazetidin-1-yl]sulfonyl}phenyl)propanoate C(C)(C)(C)OC(=O)N[C@H](C(=O)OCC)CC1=CC(=CC=C1)S(=O)(=O)N1CC(C1)(C1=CC=CC=C1)OC1=CC(=CC=C1)F